Dichloro[(R)-(+)-2,2',6,6'-tetramethoxy-4,4'-bis(diphenylphosphino)-3,3'-bipyridin] ClC=1C(=C(C(=NC1OC)OC)C=1C(=NC(=C(C1P(C1=CC=CC=C1)C1=CC=CC=C1)Cl)OC)OC)P(C1=CC=CC=C1)C1=CC=CC=C1